6-(1-Isopropyl-1H-pyrazol-3-yl)-N-(6-methoxypyridin-2-yl)-5-methyl-2-(1-methyl-1H-imidazol-2-yl)thieno[2,3-d]pyrimidin-4-amine hydrochloride salt Cl.C(C)(C)N1N=C(C=C1)C1=C(C2=C(N=C(N=C2NC2=NC(=CC=C2)OC)C=2N(C=CN2)C)S1)C